2-bromo-6-[(4-chloro-2-fluoro-phenyl)methoxy]Pyridine BrC1=NC(=CC=C1)OCC1=C(C=C(C=C1)Cl)F